(S)-2-(4-chlorophenyl)-1-(4-((5R,7R)-7-hydroxy-5-methyl-6,7-dihydro-5H-cyclopenta[d]pyrimidin-4-yl)piperazin-1-yl)-3-(isopropylamino)propan-1-one monohydrochloride Cl.ClC1=CC=C(C=C1)[C@H](C(=O)N1CCN(CC1)C=1C2=C(N=CN1)[C@@H](C[C@H]2C)O)CNC(C)C